4-(4-Cyano-5-hydroxy-[2,3']bipyridinyl-6-yl)-4-oxo-butyric acid C(#N)C1=CC(=NC(=C1O)C(CCC(=O)O)=O)C=1C=NC=CC1